FC(CO[C@H]1C[C@H](N(CC1)NC1=C2C=CNC2=C(C=C1OC)C)C1=CC=C(C(=O)O)C=C1)F 4-((2s,4r)-4-(2,2-difluoroethoxy)-1-((5-methoxy-7-methyl-1H-indol-4-yl)amino)piperidin-2-yl)benzoic acid